N1,N1-dimethyl-N4-(2-(piperidin-1-yl)-5-(trifluoromethyl)phenyl)benzene-1,4-disulfonamide CN(S(=O)(=O)C1=CC=C(C=C1)S(=O)(=O)NC1=C(C=CC(=C1)C(F)(F)F)N1CCCCC1)C